((S)-2-azido-3,3-difluoropropoxy)-tert-butyldimethylsilane N(=[N+]=[N-])[C@@H](CO[Si](C)(C)C(C)(C)C)C(F)F